4-(1-(1-acetylpiperidin-4-yl)-5-(3,5-dimethylisoxazol-4-yl)-1H-pyrrolo[2,3-b]pyridin-3-yl)-3-(trifluoromethoxy)benzoic acid C(C)(=O)N1CCC(CC1)N1C=C(C=2C1=NC=C(C2)C=2C(=NOC2C)C)C2=C(C=C(C(=O)O)C=C2)OC(F)(F)F